C1(=CC=CC2=CC=CC=C12)CC1=NN(C2=NC=NC(=C21)N)C2CCNCC2 3-(naphthalen-1-ylmethyl)-1-(piperidin-4-yl)-1H-pyrazolo[3,4-d]pyrimidin-4-amine